ClC1=CC=C(C(=N1)\N=C\1/NCCCC1)I (Z)-N-(6-chloro-3-iodopyridin-2-yl)piperidin-2-imine